tri-tert-butyl (8S,15S,19S)-8-amino-2,9,17-trioxo-3,10,16,18-tetraazahenicosane-15,19,21-tricarboxylate N[C@@H](CCCCNC(C)=O)C(NCCCC[C@H](NC(N[C@@H](CCC(=O)OC(C)(C)C)C(=O)OC(C)(C)C)=O)C(=O)OC(C)(C)C)=O